C1N(CC[C@@]12OCCOC2)C2=CC=CC(=N2)C2=NC1=CC(=NC=C1C=C2)CNC(C2=CC(=C(C=C2)C)S(=O)(=O)C)=O (R)-N-((2-(6-(6,9-dioxa-2-azaspiro[4.5]decan-2-yl)pyridin-2-yl)-1,6-naphthyridin-7-yl)methyl)-4-methyl-3-(methylsulfonyl)benzamide